m-bromophenyl methyl sulfone CS(=O)(=O)C1=CC(=CC=C1)Br